CC1=C2C(C(=CN(C2=NC(=C1)N1CC(C1)N1N=CC=N1)C1=NC=NS1)C(=O)O)=O 5-methyl-4-oxo-1-(1,2,4-thiadiazol-5-yl)-7-[3-(2H-1,2,3-triazol-2-yl)azetidin-1-yl]1,4-dihydro-1,8-naphthyridine-3-carboxylic acid